1-(4-hydroxymethylphenylamino)-cyclobutanenitrile OCC1=CC=C(C=C1)NC1(CCC1)C#N